3-(4-chloro-2,6-dimethylphenyl)-8-methoxy-2-oxo-1,8-diazaspiro[4.5]dec-3-en-4-yl-ethyl carbonate C(OCCC1=C(C(NC12CCN(CC2)OC)=O)C2=C(C=C(C=C2C)Cl)C)([O-])=O